C(C)OC(=O)C=1C=NC2=C(C=C(N=C2C1Cl)OCC1=CC=CC=C1)Cl 6-(Benzyloxy)-4,8-dichloro-1,5-naphthyridine-3-carboxylic acid ethyl ester